CN[C@](CC)(O)C1=CC=CC=C1 (R)-methylaminophenylpropanol